C(#N)C(CNCCN)C#N N-dicyanoethyl-1,2-ethylenediamine